1,2,3,4-tetramethylimidazole CN1C(N(C(=C1)C)C)C